FC1C2=CC=CC=C2C(C=2C=CC=CC12)F 9,10-dihydro-9,10-difluoroanthracene